BrC1=CC2=C(OC(CO2)C2=C(C=C(C=C2)Cl)F)C=C1 6-Bromo-2-(4-chloro-2-fluorophenyl)-3,4-dihydro-2H-benzo[b][1,4]dioxin